C(C)NC(NC1=CC=C2C(=N1)N(C=C2C2=C(C=CC=C2)OC)COCC[Si](C)(C)C)=O 3-ethyl-1-[3-(2-methoxyphenyl)-1-[[2-(trimethylsilyl)ethoxy]methyl]pyrrolo[2,3-b]pyridin-6-yl]urea